3-methyl-2-[6-[rac-(3aS,6aS)-1-methyl-2,3,3a,5,6,6a-hexahydropyrrolo[3,2-b]pyrrol-4-yl]pyridazin-3-yl]-5-(trifluoromethyl)phenol CC=1C(=C(C=C(C1)C(F)(F)F)O)C=1N=NC(=CC1)N1CC[C@@H]2N(CC[C@@H]21)C |r|